2-({4-[4-(2-azetidin-1-yl-phenyl)-piperidin-1-yl]-7-chloro-2-cyclopropyl-quinazolin-6-yl}-methyl-amino)-ethanol N1(CCC1)C1=C(C=CC=C1)C1CCN(CC1)C1=NC(=NC2=CC(=C(C=C12)N(CCO)C)Cl)C1CC1